4-(furan-2-yl)-6-(5-phenoxy-1,2,3-benzotriazol-1-yl)pyrimidin-2-amine O1C(=CC=C1)C1=NC(=NC(=C1)N1N=NC2=C1C=CC(=C2)OC2=CC=CC=C2)N